OC1=C(C(=O)OC2=C(C(=C(C(=O)O)C(=C2C)C)C)C)C(=CC(=C1C)OC(C1=C(C(=C(C(=C1C)C)OC(C1=C(C=C(C=C1C)O)OC)=O)C)C)=O)C 4-((2-hydroxy-4-((4-((4-hydroxy-2-methoxy-6-methylbenzoyl)oxy)-2,3,5,6-tetramethylbenzoyl)oxy)-3,6-dimethylbenzoyl)oxy)-2,3,5,6-tetramethylbenzoic acid